bis-decyltetradecanol C(CCCCCCCCC)C(CCCCCCCCCCCCC)(O)CCCCCCCCCC